O1CC[C@@H](C2=CC=CC=C12)NC(=O)C1=CC2=C(N=C(S2)C2CCNCC2)C=C1OC (S)-N-(chroman-4-yl)-5-methoxy-2-(piperidin-4-yl)benzo-[d]thiazole-6-carboxamide